(S)-1-chloro-3-((3-(methylsulfonyl)benzyl)amino)-4-oxo-4,6,7,8-tetrahydropyrrolo[1,2-a]pyrazine-6-carboxylic acid ClC1=C2N(C(C(=N1)NCC1=CC(=CC=C1)S(=O)(=O)C)=O)[C@@H](CC2)C(=O)O